Ethyl 3-[(4R)-4-[2-[5-[(6,7-difluoro-4-methylsulfanyl-1H-indol-5-yl)oxy]-2-fluoro-phenyl]-1H-imidazol-4-yl]-3,3-difluoro-4-methyl-chroman-8-yl]propanoate FC1=C(C(=C2C=CNC2=C1F)SC)OC=1C=CC(=C(C1)C=1NC=C(N1)[C@@]1(C(COC2=C(C=CC=C12)CCC(=O)OCC)(F)F)C)F